ClC=1N=C(SC1C1CCCCC1)NC(=O)C1(CC(C1)NC#N)C (1r,3s)-N-(4-chloro-5-cyclohexyl-1,3-thiazol-2-yl)-3-(cyanoamino)-1-methylcyclobutane-1-carboxamide